C(C)OC(=O)C1=CC=NC2=CC=CC=C12 Quinoline-4-carboxylic acid ethyl ester